O=C[C@@H](O)[C@H](O)[C@@H](O)[C@@H](O)CO l-Glucose